Hexane-3-carboxamide mesylate S(C)(=O)(=O)O.CCC(CCC)C(=O)N